4,7-dimethoxy-1-indenone COC1=C2C=CC(C2=C(C=C1)OC)=O